OC1(CCN(CC1)C(CC(C)C1=CC=CC=C1)=O)C(=O)O 4-hydroxy-1-(3-phenylbutyryl)piperidine-4-carboxylic acid